tert-butyl (4S)-5-amino-4-(5-(6-amino-5-fluoro-4-methylpyridin-2-yl)-3-methyl-1-oxoisoindolin-2-yl)-5-oxopentanoate NC([C@H](CCC(=O)OC(C)(C)C)N1C(C2=CC=C(C=C2C1C)C1=NC(=C(C(=C1)C)F)N)=O)=O